[Si](C)(C)(C(C)(C)C)O[C@H]1[C@@H](O[C@H]([C@@H](C1)O[Si](C)(C)C(C)(C)C)C)O[C@@H](CCC1C(C1)C(=O)OC(C)(C)C)C tert-butyl 2-[(3R)-3-{[(2R,3R,5R,6S)-3,5-bis[(tert-butyldimethylsilyl)oxy]-6-methyloxan-2-yl]oxy}butyl]cyclopropane-1-carboxylate